OXETANE-2-METHYLAMINE O1C(CC1)CN